tert-butyl ((1-(4-(trifluoromethyl)phenyl)-1,2,3,4-tetrahydroquinolin-3-yl)methyl)carbamate FC(C1=CC=C(C=C1)N1CC(CC2=CC=CC=C12)CNC(OC(C)(C)C)=O)(F)F